C(C1=CC=CC=C1)OC(=O)N1[C@@H](C[C@H](CC1)N1N=CC=C1)C1=CC=C(C=C1)C(=O)OC (2S,4S)-2-(4-(Methoxycarbonyl)phenyl)-4-(1H-pyrazol-1-yl)piperidine-1-carboxylic acid benzyl ester